5-(4-hexyloxybenzoyl)amino-3-(octahydro-2H-quinolizin-2-yl)-1H-indole C(CCCCC)OC1=CC=C(C(=O)NC=2C=C3C(=CNC3=CC2)C2CC3CCCCN3CC2)C=C1